C(C1=CC=CC=C1)OC(=O)N1CC(C1)[C@H](CN)S(=O)(=O)C |r| rac-benzyl-3-(2-amino-1-methanesulfonylethyl)azetidine-1-carboxylate